C[C@]12CCC[C@]3([C@@H]1[C@](C(=O)C4=C3C=C5C(=O)C=CC(=O)C5=C4)(OC2)O)C The molecule is an organic heteropentacyclic compound comprising (2aS,5aR,8aR,8bS)-8a-hydroxy-2a,5a-dimethyldecahydro-8H-naphtho[1,8-bc]furan-8-one ortho-fused to C-6 and C-7 of 1,4-naphthoquinone. An antiplasmodial drug isolated from New Caledonian deep water sponge. It has a role as a metabolite and an antiplasmodial drug. It is an organic heteropentacyclic compound, a cyclic hemiketal and a member of p-quinones. It derives from a 1,4-naphthoquinone.